8-bromo-2,6-dichloro-3-ethyl-quinazolin-4-one BrC=1C=C(C=C2C(N(C(=NC12)Cl)CC)=O)Cl